tert-Butyl N-tert-butoxycarbonyl-N-[4-chloro-6-(2,6-dimethylphenyl)-5-methoxy-pyrimidin-2-yl]carbamate C(C)(C)(C)OC(=O)N(C(OC(C)(C)C)=O)C1=NC(=C(C(=N1)Cl)OC)C1=C(C=CC=C1C)C